CS(=O)(=O)OCCCCCCCCCCCCCCCCSCCCOC1OCCCC1 16-((3-((tetrahydro-2H-pyran-2-yl)oxy)propyl)thio)hexadecyl methanesulfonate